3-(6-methoxypyridin-3-yl)-3-(3-(3-(6,7,8,9-tetrahydro-5H-pyrido[2,3-b]azepin-2-yl)propyl)-1H-pyrazol-1-yl)propanoic acid COC1=CC=C(C=N1)C(CC(=O)O)N1N=C(C=C1)CCCC=1C=CC2=C(NCCCC2)N1